FC1=CC=CC(=N1)CC1=CC(=NC=C1)C(=O)N[C@@H]1C(N(C2=C(OC1)C=CC(=C2)C#CC(C)(C)O)C)=O (S)-4-((6-fluoropyridin-2-yl)methyl)-N-(7-(3-hydroxy-3-methylbut-1-yn-1-yl)-5-methyl-4-oxo-2,3,4,5-tetrahydrobenzo[b][1,4]oxazepin-3-yl)picolinamide